CON=C(C(=O)O)CC(C)C 2-(methoxyimino)-4-methylpentanoic acid